COC=1C=C(C=CC1OC)N1N=C(C=C(C1=O)C(=O)C1=C(CCCC1=O)O)C 2-(3,4-Dimethoxyphenyl)-4-[(2-hydroxy-6-oxocyclohex-1-en-1-yl)carbonyl]-6-methylpyridazin-3(2H)-on